C(C)(C)(C)OC(=O)[C@@H]1[C@@H]2CCC([C@H]12)=O |r| (+-)-(1S,5R,6R)-2-oxobicyclo[3.1.0]hexane-6-carboxylic acid tert-butyl ester